CN1C(C(=C(C=C1C)[O-])NC(N[C@@H](CC(=O)[O-])C=1C=C(C(=CC1)OC)C1=CC(=CC=C1)OC(F)(F)F)=O)=O.[Na+].[Na+] sodium (S)-3-(3-(1,6-dimethyl-4-oxido-2-oxo-1,2-dihydropyridin-3-yl)ureido)-3-(6-methoxy-3'-(trifluoromethoxy)biphenyl-3-yl)propanoate